Cl.ClC=1C=C(C=CC1Cl)NC(C1=NC=C(C=C1)CCCCC)=O N-(3,4-dichlorophenyl)-5-pentylpicolinamide hydrogen chloride